C(C)(C)(C)OOC(CCCCCC(C)C)=O Tert.-butylperoxy-isononanoat